11-((2-ethylhexyl)thio)undecyl methanesulfonate CS(=O)(=O)OCCCCCCCCCCCSCC(CCCC)CC